6-chloro-2-morpholinylpyridin-3-amine ClC1=CC=C(C(=N1)N1CCOCC1)N